[4-bromo-2-(difluoromethyl)phenyl]methanol BrC1=CC(=C(C=C1)CO)C(F)F